BrCC1(COC(OC1)(CC)CC)CBr 5,5-bis(bromomethyl)-2,2-diethyl-1,3-dioxane